4-(trifluoromethyl)-6-(2-(3-(4-(5-(trifluoromethyl)pyrimidin-2-yl)piperazine-1-carbonyl)azetidin-1-yl)propan-2-yl)pyridazin-3(2H)-one FC(C=1C(NN=C(C1)C(C)(C)N1CC(C1)C(=O)N1CCN(CC1)C1=NC=C(C=N1)C(F)(F)F)=O)(F)F